N[C@H]1[C@@H]2N(C[C@H]1CC2)C(=O)C2=CC1=C(N(C(=N1)C=1N(C3=CC(=CC=C3C1)C=1C=C3C=CC(=NC3=CC1)C(=O)OC)CC1CC1)C)C(=C2)OC methyl 6-(2-{5-[(1R,4R,7R)-7-amino-2-azabicyclo[2.2.1]heptane-2-carbonyl]-7-methoxy-1-methyl-1H-1,3-benzodiazol-2-yl}-1-(cyclopropylmethyl)-1H-indol-6-yl)quinoline-2-carboxylate